4-(6-(3-(cyclopentyloxy)-4-methoxyphenyl)pyrazin-2-yl)-1,2-oxaborolan-2-ol C1(CCCC1)OC=1C=C(C=CC1OC)C1=CN=CC(=N1)C1CB(OC1)O